(4S)-7-bromo-8-chloro-6-(2,6-difluorophenyl)-4-methyl-1-(1-methylpyrazol-4-yl)-4H-[1,2,4]Triazolo[4,3-a][1,4]Benzodiazepine BrC1=C(C=CC2=C1C(=N[C@H](C=1N2C(=NN1)C=1C=NN(C1)C)C)C1=C(C=CC=C1F)F)Cl